C(#N)C1=CC(=C(OC2=C(C(=O)NC3=CC(=CC=C3)[S@@](=O)NC)C(=C(C=N2)C2=CC=C(C=C2)C)C)C=C1)OC (R)-2-(4-cyano-2-methoxyphenoxy)-4-methyl-N-(3-(S-methylamino-sulfinyl)phenyl)-5-(p-tolyl)nicotinamide